ClC=1C=NN2C1C(=CC(=C2)C=2C=NN(C2)C)C=2C=CC(=NC2)N2CC1N(C(C2)C1)C(=O)OC(C)(C)C tert-butyl 3-(5-(3-chloro-6-(1-methyl-1H-pyrazol-4-yl) pyrazolo[1,5-a]pyridin-4-yl) pyridin-2-yl)-3,6-diazabicyclo[3.1.1]heptane-6-carboxylate